O1C2C(CC1=O)OCC2 tetrahydrofuro[3,2-b]Furan-2(5H)-one